7-(Bromomethyl)-3-chloro-1,5-naphthyridin-2(1H)-one BrCC1=CN=C2C=C(C(NC2=C1)=O)Cl